2-methyl-6-propionamido-N-(2-((6-(2,2,2-trifluoroethoxy)naphthalen-2-yl)oxy)ethyl)isonicotinamide CC=1C=C(C(=O)NCCOC2=CC3=CC=C(C=C3C=C2)OCC(F)(F)F)C=C(N1)NC(CC)=O